tert-butyl 6-(benzyloxy)-3-[4-bromo-1-(2,4-dimethoxybenzyl)-2,5-dioxo-2,5-dihydro-1H-pyrrol-3-yl]-5-fluoro-1H-indole-1-carboxylate C(C1=CC=CC=C1)OC1=C(C=C2C(=CN(C2=C1)C(=O)OC(C)(C)C)C=1C(N(C(C1Br)=O)CC1=C(C=C(C=C1)OC)OC)=O)F